C[C@H]1[C@H](CCC1)N1N=CC(=C1)C=1C=2N(C=C(N1)C=1C=NN(C1)C[C@H](CO)O)N=CC2 (R)-3-(4-(4-(1-((1s,2r)-2-methylcyclopentyl)-1H-pyrazol-4-yl)pyrazolo[1,5-a]pyrazin-6-yl)-1H-pyrazol-1-yl)propane-1,2-diol